BrC1=CC=CC=2N(C(N(C21)C2CC2)=O)C2C(N(C(CC2)=O)CC2=CC=C(C=C2)OC)=O 3-(4-Bromo-3-cyclopropyl-2-oxo-benzimidazol-1-yl)-1-[(4-methoxyphenyl)methyl]piperidine-2,6-dione